3-{5-[4-(Dimethoxymethyl)piperidin-1-yl]-1-oxo-3H-isoindol-2-yl}piperidine-2,6-dione COC(C1CCN(CC1)C=1C=C2CN(C(C2=CC1)=O)C1C(NC(CC1)=O)=O)OC